aminohexyl phosphate P(=O)(OCCCCCCN)([O-])[O-]